CC(C)(C)N1C2=NC=NC(=C2C(=N1)C3=CC=C(C=C3)Cl)N The molecule is a member of the class of pyrazolopyrimidine that is pyrazolo[3,4-d]pyrimidin-4-amine bearing additional tert-butyl and 4-chlorophenyl substituents at positions 1 and 3 respectively. It has a role as an EC 2.7.10.2 (non-specific protein-tyrosine kinase) inhibitor and a beta-adrenergic antagonist. It is a pyrazolopyrimidine, an aromatic amine and a member of monochlorobenzenes.